3-(3-hydroxy-5-(6-methoxynaphthalen-2-yl)picolinamido)-2,2-dimethylpropanoic acid OC=1C(=NC=C(C1)C1=CC2=CC=C(C=C2C=C1)OC)C(=O)NCC(C(=O)O)(C)C